(S)-N-(6-benzyl-pyridazin-3-yl)-2-((S)-4,4-difluoro-3-(6-oxo-1,6-dihydropyridin-3-yl)piperidin-1-yl)propionamide C(C1=CC=CC=C1)C1=CC=C(N=N1)NC([C@H](C)N1C[C@@H](C(CC1)(F)F)C1=CNC(C=C1)=O)=O